5-(3-(Difluoromethoxy)phenyl)-N-(3-(2,2-difluoropropyl)-1,2,4-thiadiazol-5-yl)thiophene-3-carboxamide FC(OC=1C=C(C=CC1)C1=CC(=CS1)C(=O)NC1=NC(=NS1)CC(C)(F)F)F